4-amino-3-[6-(3-formyl-2-Butoxy-5-methylphenyl)pyridin-3-ylazo]naphthalene-1-sulfonic acid sodium salt [Na+].NC1=C(C=C(C2=CC=CC=C12)S(=O)(=O)[O-])N=NC=1C=NC(=CC1)C1=C(C(=CC(=C1)C)C=O)OCCCC